1-(2,3-dihydrobenzo(1,4)dioxin-6-yl)butane-1,3-dione O1CCOC2=C1C=CC(=C2)C(CC(C)=O)=O